(1S,3S)-3-((2-Amino-7-bromo-5-fluoroquinolin-4-yl)amino)cyclopentan-1-ol NC1=NC2=CC(=CC(=C2C(=C1)N[C@@H]1C[C@H](CC1)O)F)Br